ClC1=CC(=C(C=C1)[C@@]1(OC2=C(O1)C=CC=C2C2CCN(CC2)CC=2N(C(=C(N2)C2=NN=NN2)C(F)(F)F)C[C@H]2OCC2)C)F 4-((S)-2-(4-chloro-2-fluorophenyl)-2-methylbenzo[d][1,3]dioxol-4-yl)-1-((1-(((S)-oxetan-2-yl)methyl)-4-(1H-tetrazol-5-yl)-5-(trifluoromethyl)-1H-imidazol-2-yl)methyl)piperidine